OC1=CC=C2[C@@H]([C@@]3(CCCC4=CC=CC=C34)OCC2=C1)C1=CC=C(C=C1)N1CCC(CC1)CN1CCN(CC1)C=1C=C2CN(C(C2=CC1)=O)[C@@H]1C(NC(CC1)=O)=O (S)-3-(5-(4-((1-(4-((3R,4S)-7-hydroxy-3',4'-dihydro-2'H-spiro[isochromane-3,1'-naphthalen]-4-yl)phenyl)piperidin-4-yl)methyl)piperazin-1-yl)-1-oxoisoindolin-2-yl)piperidine-2,6-dione